2-(1H-benzo[d]imidazol-5-yl)-3-(3,5-difluorophenyl)isoindolin-1-one N1C=NC2=C1C=CC(=C2)N2C(C1=CC=CC=C1C2C2=CC(=CC(=C2)F)F)=O